quinazolin-2-amine N1=C(N=CC2=CC=CC=C12)N